1-(2-(4-(2-cyanophenyl)piperidin-1-yl)-2-oxoethyl)-3-(2-ethynyl-thiazol-4-yl)urea C(#N)C1=C(C=CC=C1)C1CCN(CC1)C(CNC(=O)NC=1N=C(SC1)C#C)=O